CC1=C(O)C=CC(C1)(O)Cl methyl-4-chlorohydroquinone